6-(Dimethylamino)-N-(2-ethoxy-6-fluorobenzene-1-sulfonyl)-1-benzofuran-2-carboxamide CN(C1=CC2=C(C=C(O2)C(=O)NS(=O)(=O)C2=C(C=CC=C2F)OCC)C=C1)C